(((2-fluoro-6-nitro-4-sulfamoylphenyl)amino)methyl)piperidine-1-carboxylic acid tert-butyl ester C(C)(C)(C)OC(=O)N1C(CCCC1)CNC1=C(C=C(C=C1[N+](=O)[O-])S(N)(=O)=O)F